1-(cyclopropylmethyl)-4-(4-(quinoline-8-sulfonylamino)benzoyl)piperazin-1-ium sulfate trihydrate O.O.O.S(=O)(=O)([O-])[O-].C1(CC1)C[NH+]1CCN(CC1)C(C1=CC=C(C=C1)NS(=O)(=O)C=1C=CC=C2C=CC=NC12)=O.C1(CC1)C[NH+]1CCN(CC1)C(C1=CC=C(C=C1)NS(=O)(=O)C=1C=CC=C2C=CC=NC12)=O